(7-(methyl-(phenyl)amino)-3,4-dihydroisoquinolin-2(1H)-yl)ethanolate CN(C1=CC=C2CCN(CC2=C1)C(C)[O-])C1=CC=CC=C1